N=1C=NN2C1C=C(C=C2)OC2=C(C(=C(C=C2)NC=2C1=C(N=CN2)C=CC(=N1)N1C[C@@H](N(CC1)C(=O)OC(C)(C)C)COC)F)C tert-butyl (R)-4-(4-((4-([1,2,4]triazolo[1,5-a]pyridin-7-yloxy)-2-fluoro-3-methylphenyl)amino)pyrido[3,2-d]pyrimidin-6-yl)-2-(methoxymethyl)piperazine-1-carboxylate